CC1=C(C=CC=C1C(F)(F)F)S(=O)(=O)Cl methyl-3-(trifluoromethyl)benzenesulfonyl chloride